ethyl 3-(N-(2-chloro-3-fluorophenyl)-5-iodo-1-((2-(trimethylsilyl) ethoxy) methyl)-1H-benzo[d]imidazole-2-carboxamido)-2,2-difluoropropanoate ClC1=C(C=CC=C1F)N(C(=O)C1=NC2=C(N1COCC[Si](C)(C)C)C=CC(=C2)I)CC(C(=O)OCC)(F)F